6-hydroxy-2-((tetrahydro-2H-pyran-4-yl)methyl)-3,4-dihydroisoquinolin OC=1C=C2CCN(CC2=CC1)CC1CCOCC1